tert-butyl 3-(4-{2,8-dimethylimidazo[1,2-b]pyridazin-6-yl}-2-(2-hydroxyethyl)benzamido)pyrrolidine-1-carboxylate CC=1N=C2N(N=C(C=C2C)C2=CC(=C(C(=O)NC3CN(CC3)C(=O)OC(C)(C)C)C=C2)CCO)C1